C1(=CC=CC=C1)C1=NSC(=N1)SCCNC(OC(C)(C)C)=O tert-Butyl (2-((3-phenyl-1,2,4-thiadiazol-5-yl)thio)ethyl)carbamate